8-[2-(hydroxymethyl)-6-methyl-4-pyridinyl]-7-phenyl-[1,2,4]Triazolo[4,3-c]Pyrimidin-3-one OCC1=NC(=CC(=C1)C=1C=2N(C=NC1C1=CC=CC=C1)C(NN2)=O)C